carbamic acid phenyl ester C1(=CC=CC=C1)OC(N)=O